COC=1C=C(C=CC1)C1=NN=C(S1)N 5-(3-methoxyphenyl)-1,3,4-thiadiazol-2-amine